2-(Endo-3-amino-8-azabicyclo[3.2.1]oct-8-yl)-5-(7-chloro-2-methylbenzo[d]thiazol-6-yl)-3-methyl-3,7-dihydro-4H-pyrrolo[2,3-d]pyrimidin-4-one NC1CC2CCC(C1)N2C=2N(C(C1=C(N2)NC=C1C1=C(C2=C(N=C(S2)C)C=C1)Cl)=O)C